o-fluorotrifluorotoluene CC1=CC(=C(C(=C1F)F)F)F